Cl.Cl.CC1([C@H](CC2=CC=CC=C12)NC=1C=CC(=NC1)[C@@H](C(F)(F)F)N(C(=O)[C@@H]1CNCCO1)C)C (S)-N-((S)-1-(5-(((S)-1,1-dimethyl-2,3-dihydro-1H-inden-2-yl)amino)pyridin-2-yl)-2,2,2-trifluoroethyl)-N-methylmorpholine-2-carboxamide dihydrochloride